C1(=CC=CC=C1)NC=1C(C(=O)O)=CC=CC1 N-phenyl-anthranilic acid